COC1=CC=C(CN(C2=NC=C3C=C(C=NC3=C2)C=2C(=NC=C(C(=O)O)C2)C)C)C=C1 5-(7-((4-methoxybenzyl)(methyl)amino)-1,6-naphthyridin-3-yl)-6-methylnicotinic acid